C1=NC=CC2=CC=C(C=C12)NC1=C(C(NC=C1)=O)C(=O)NC1=CC=C(C=C1)N1CCN(CC1)C 4-(Isoquinolin-7-ylamino)-N-(4-(4-methylpiperazin-1-yl)phenyl)-2-oxo-1,2-dihydropyridine-3-carboxamide